(2-(2-(3-methoxy-3-oxopropoxy)ethoxy)ethyl)-N,N-dimethylethanaminium iodide [I-].COC(CCOCCOCCC(C)[NH+](C)C)=O